C(CCC)C1=NC=2C(=C(N=NC2N)N(C)CC2=CC=C(C=C2)CN(C)CCOC)N1C 2-butyl-N7-(4-(((2-methoxyethyl)(methyl)amino)methyl)benzyl)-N7,1-dimethyl-1H-imidazo[4,5-d]pyridazine-4,7-diamine